(R)-3-(4-(3H-[1,2,3]triazolo[4,5-b]pyridin-3-yl)-N-(7-bromoisoquinolin-1-yl)-2-fluorobenzamido)piperidine-1-carboxylate N1=NN(C2=NC=CC=C21)C2=CC(=C(C(=O)N(C1=NC=CC3=CC=C(C=C13)Br)[C@H]1CN(CCC1)C(=O)[O-])C=C2)F